COC=1C=C2CCC(C(C2=CC1)C1=CC=C(C=C1)O)C1=CC=CC=C1 4-(6-Methoxy-2-phenyl-1,2,3,4-tetrahydronaphthalen-1-yl)phenol